ClC1=CC(=C(N=N1)C(=O)NOCC)NC1=C(C(=CC=C1)C1=NC=C(C=N1)C)OC 6-chloro-N-ethoxy-4-((2-methoxy-3-(5-methylpyrimidine-2-yl)phenyl)amino)pyridazine-3-carboxamide